22-methyltricosyl docos-13-enoate C(CCCCCCCCCCCC=CCCCCCCCC)(=O)OCCCCCCCCCCCCCCCCCCCCCC(C)C